C(C)(C)(CC)C1C=CC(CC1)=O 4-(tertiary amyl)cyclohex-2-en-1-one